ClC1=NC(=NC(=N1)Cl)NC1=CC=C(C=C1S(=O)(=O)[O-])S(=O)(=O)[O-] 6-[(4,6-dichloro-1,3,5-triazin-2-yl) amino]Benzene-1,3-disulfonate